BrC=1C=C2C=CN(N(C2=CC1OC)C(=O)OCC)C(=O)OCC Diethyl 6-bromo-7-methoxycinnoline-1,2-dicarboxylate